4-chloro-6-(5-methylpyridin-2-yl)cinnoline ClC1=CN=NC2=CC=C(C=C12)C1=NC=C(C=C1)C